(5R)-(-)-6-[2,3-difluoro-4-(2-hydroxy-2-methylpropoxy)phenyl]-5-methyl-4,5-dihydro-2H-pyridazin-3-one FC1=C(C=CC(=C1F)OCC(C)(C)O)C=1[C@@H](CC(NN1)=O)C